NC1=C(C=C(C(=N1)F)C=1C=C2CC(NC(C2=CC1)=O)CNC)C=1C=C2CCNC(C2=CC1)=O 6-(6-amino-2-fluoro-5-(1-oxo-1,2,3,4-tetrahydroisoquinolin-6-yl)pyridin-3-yl)-3-((methylamino)methyl)-3,4-dihydroisoquinolin-1(2H)-one